C1(CCC1)OC1CNCC(N1)C1=CC(=C(C(=C1)F)N1CC(CC1)CC(=O)O)F {1-[4-(6-Cyclobutoxy-piperazin-2-yl)-2,6-difluoro-phenyl]-pyrrolidin-3-yl}-acetic acid